OC=1C=C(C=C(C1O)O)C(COC(C=C)=O)C acrylic acid-2-(3,4,5-trihydroxyphenyl)propyl ester